NC=1C2=C(N=CN1)N(C=C2C2=CC=C(C=1N2C=CN1)NC(=O)NC1=CC(=C(C=C1)CN1CCN(CC1)CC)C(F)(F)F)C1CC1 1-(5-(4-amino-7-cyclopropyl-7H-pyrrolo[2,3-d]pyrimidin-5-yl)imidazo[1,2-a]pyridin-8-yl)-3-(4-((4-ethylpiperazin-1-yl)methyl)-3-(trifluorometh-yl)phenyl)urea